COC(=O)C1=NC(=NC(=C1Br)C)SC 5-bromo-6-methyl-2-(methylthio)pyrimidine-4-carboxylic acid methyl ester